1,2,3,4-tetrahydroquinolin-7-amine N1CCCC2=CC=C(C=C12)N